[K]C(C(O)S(=O)(=O)O)O potassio-2-sulfo-1,2-ethanediol